2-(4-Chloro-phenyl)-N-(7-fluoro-4-oxo-2-pyrrolidin-1-yl-4H-quinazolin-3-yl)-propionamide ClC1=CC=C(C=C1)C(C(=O)NN1C(=NC2=CC(=CC=C2C1=O)F)N1CCCC1)C